(S)-1-((R)-2-amino-4-phenylbutyryl)-N-(5-chloro-2-hydroxybenzyl)pyrrolidine-2-carboxamide hydrochloride Cl.N[C@@H](C(=O)N1[C@@H](CCC1)C(=O)NCC1=C(C=CC(=C1)Cl)O)CCC1=CC=CC=C1